(4-methylnaphthalen-1-yl)methanol CC1=CC=C(C2=CC=CC=C12)CO